(6'R)-3'-(2-(1,7-dihydroxy-2,4,6-trimethyl-1H-inden-5-yl)ethyl)-6'-hydroxy-2',4',6'-trimethylspiro[cyclopropane-1,5'-inden]-7'(6'H)-one OC1C(=CC2=C(C(=C(C(=C12)O)C)CCC1=C(C=C2C([C@](C3(C(=C12)C)CC3)(C)O)=O)C)C)C